BrC1=NC=C(C(=N1)C1=CN=C2N1N=C(C(=C2)OC)C2CC2)F 3-(2-bromo-5-fluoropyrimidin-4-yl)-6-cyclopropyl-7-methoxyimidazo[1,2-b]pyridazine